3-[(4R)-4-[3-[5-[(6,7-difluoro-4-methylsulfanyl-1H-indol-5-yl)oxy]-2-fluoro-phenyl]-1,2,4-triazol-1-yl]-4-methyl-chroman-8-yl]propanoic acid FC1=C(C(=C2C=CNC2=C1F)SC)OC=1C=CC(=C(C1)C1=NN(C=N1)[C@@]1(CCOC2=C(C=CC=C12)CCC(=O)O)C)F